N-(3-((5-(3-bromo-2-fluorophenyl)-2-((1-methyl-1H-pyrazol-4-yl)amino)pyrimidin-4-yl)amino)-4-fluorophenyl)acrylamide BrC=1C(=C(C=CC1)C=1C(=NC(=NC1)NC=1C=NN(C1)C)NC=1C=C(C=CC1F)NC(C=C)=O)F